BrC=1C=C2C(=CN(C2=CC1)COCC[Si](C)(C)C)C(=O)OC methyl 5-bromo-1-((2-(trimethylsilyl) ethoxy) methyl)-1H-indole-3-carboxylate